CC(CO)(CCO)C 2,2-dimethylbutane-1,4-diol